(methacryloyloxymethyl)diphenylphosphine oxide C(C(=C)C)(=O)OCP(C1=CC=CC=C1)(C1=CC=CC=C1)=O